2-[(2-Chloro-5-cyano-3-{4-[1-(3-fluoro-2-hydroxypropyl)piperidin-4-yl]piperazin-1-yl}phenyl)amino]-4-(cyclopropylamino)pyrazolo[1,5-a][1,3,5]triazine-8-carbonitrile ClC1=C(C=C(C=C1N1CCN(CC1)C1CCN(CC1)CC(CF)O)C#N)NC1=NC=2N(C(=N1)NC1CC1)N=CC2C#N